C(#CC)C1(CCCCC1)O 1-(1-propynyl)cyclohexanol